1-[4-(Dimethylamino)phenyl]-3-(4-hydroxyphenyl)prop-2-en-1-one CN(C1=CC=C(C=C1)C(C=CC1=CC=C(C=C1)O)=O)C